(R)-6-(3-chloro-2,6-difluorophenyl)-1-methyl-2,5,6,7-tetrahydro-3H-pyrrolo[1,2-c]imidazole-3-thione ClC=1C(=C(C(=CC1)F)[C@H]1CC=2N(C(NC2C)=S)C1)F